C(CC)N(CCC)CCCCCCNCCCCCCN(CCC)CCC bis[6-(N,N-dipropylamino)hexyl]amine